FC1(CC2(C1)C[C@@H](N(CC2)CC2=C1C=CNC1=C(C=C2OC)C)C2=C(C=C(C(=O)O)C=C2)NS(=O)(=O)C)F 4-[(6R)-2,2-difluoro-7-[(5-methoxy-7-methyl-1H-indol-4-yl)methyl]-7-azaspiro[3.5]nonan-6-yl]-3-methanesulfonamidobenzoic acid